N-(2-chloro-3-((5-chloro-3-methyl-4-oxo-3,4-dihydroquinazolin-6-yl)amino)-4-fluorophenyl)-3,3-difluoropyrrolidine-1-sulfonamide ClC1=C(C=CC(=C1NC=1C(=C2C(N(C=NC2=CC1)C)=O)Cl)F)NS(=O)(=O)N1CC(CC1)(F)F